silicon aluminum-aluminum phosphate P(=O)([O-])([O-])[O-].[Al+3].[Al+3].[Si+4]